2-bromomethyl-naphthalene BrCC1=CC2=CC=CC=C2C=C1